COCC1NCCN(C1)C(=O)[O-] 5-(methoxymethyl)piperazine-1-carboxylate